N-((2-(6-(5,8-diazaspiro[3.6]decan-8-yl)pyridin-2-yl)-1,6-naphthyridin-7-yl)methyl)-4-methyl-3-(methylsulfonyl)benzamide C1CCC12NCCN(CC2)C2=CC=CC(=N2)C2=NC1=CC(=NC=C1C=C2)CNC(C2=CC(=C(C=C2)C)S(=O)(=O)C)=O